2-((4-(6-((4-cyano-2-fluorobenzyl)oxy)-5-fluoropyridin-2-yl)cyclohex-3-en-1-yl)methyl)-3-(((S)-oxetan-2-yl)methyl)-3H-imidazo[4,5-b]pyridine-5-carboxylic acid C(#N)C1=CC(=C(COC2=C(C=CC(=N2)C2=CCC(CC2)CC2=NC=3C(=NC(=CC3)C(=O)O)N2C[C@H]2OCC2)F)C=C1)F